5-chloro-1'-[2-([2-oxo-1,2,3,4-tetrahydroquinolin-6-yl]oxy)ethyl]-1,2-dihydrospiro[indole-3,4'-piperidin]-2-one ClC=1C=C2C(=CC1)NC(C21CCN(CC1)CCOC=1C=C2CCC(NC2=CC1)=O)=O